Cl.Cl.OCCOCCNC(=O)C1=CC2=C(N(C(=N2)NC=2SC3=C(N2)C=CC(=C3)Cl)CCNC)C=C1 2-(6-Chloro-benzothiazol-2-ylamino)-1-(2-methylamino-ethyl)-1H-benzoimidazole-5-carboxylic acid [2-(2-hydroxy-ethoxy)-ethyl]-amide dihydrochloride